tert-butyl ((1aS,3S,6S,8aR,9aR)-4-oxo-6-((R)- or (S)-3-phenylpyrrolidine-1-carbonyl)decahydrooxireno[2,3-d]pyrrolo[1,2-a]azocin-3-yl)carbamate O=C1[C@H](C[C@H]2[C@@H](C[C@@H]3N1[C@@H](CC3)C(=O)N3C[C@H](CC3)C3=CC=CC=C3)O2)NC(OC(C)(C)C)=O |o1:16|